BrCC=1C(=C(C=CC1)S(=O)(=O)N)F (bromomethyl)-2-fluorobenzenesulfonamide